ClC1=CC2=C(C=N1)C(NN2C2=CC(=CC=C2)OC)=O 6-chloro-1-(3-methoxyphenyl)-1,2-dihydro-3H-pyrazolo[4,3-c]pyridin-3-one